Lithium Pentafluorophenolate FC1=C(C(=C(C(=C1[O-])F)F)F)F.[Li+]